C(=O)O.S1C2N(C=C1)C=CN2C(=O)N.S2C1N(C=C2)C=CN1C(=O)N imidazo[2,1-b]thiazole-7-carboxamide hemiformate